methyl 2-(2-{2-[3-(4-acetylpiperazin-1-yl)-5'-fluoro-1'-methyl-[4,6'-biindazol]-1-yl]acetamido}acetamido)acetate C(C)(=O)N1CCN(CC1)C1=NN(C=2C=CC=C(C12)C1=C(C=C2C=NN(C2=C1)C)F)CC(=O)NCC(=O)NCC(=O)OC